CC1C(=C(C2=CC=CC=C12)C)[Zr]C1(C(=C(C(=C1)C)C)C)C (1,3-dimethylindenyl)(tetramethylcyclopentadienyl)Zirconium